FC1=C2C(NC(N(C2=CC=C1)CC1=CC(=CC(=C1)F)C(=O)N1CCN(CC1)C1=NC=CC=N1)=O)=O 5-Fluoro-1-(5-fluoro-3-(4-(pyrimidin-2-yl)piperazine-1-carbonyl)benzyl)quinazoline-2,4(1H,3H)-dione